C(C=C)(=O)OCC(C(C(=O)N1[C@@H](CCCC1)C(=O)O[C@H](CCC1=CC(=C(C=C1)OC)OC)C=1C=CC(=C(OCC(=O)O)C1)O)=O)(C)C 2-(5-((R)-1-(((S)-1-(4-(acryloyloxy)-3,3-dimethyl-2-oxobutanoyl)piperidine-2-carbonyl)oxy)-3-(3,4-dimethoxyphenyl)propyl)-2-hydroxyphenoxy)acetic acid